FC1(OC2=C(O1)C=CC(=C2)N2C=NC(=C2)NC=2C1=C(N=C(N2)N2[C@@H](CCC2)C(=O)N)SC=C1)F (S)-1-(4-((1-(2,2-difluorobenzo[d][1,3]dioxol-5-yl)-1H-imidazol-4-yl)amino)thieno[2,3-d]pyrimidin-2-yl)pyrrolidine-2-carboxamide